ClC1=CC=C(C=C1)SC1=CC2=C(C=CB2)C=C1 6-((4-chlorophenyl)thio)benzoborole